C(CC=C)[C@]1(N\C(\N(C(C1)=O)[C@H](CCOC)[C@@H]1[C@H](C1)C(=O)OCC)=N/C(=O)OC(C)(C)C)CC ethyl (1S,2S)-2-((R)-1-((R,E)-4-(but-3-en-1-yl)-2-((tert-butoxycarbonyl)imino)-4-ethyl-6-oxotetrahydropyrimidin-1(2H)-yl)-3-methoxy propyl)cyclopropane-1-carboxylate